4-(4-fluorobenzyl)benzo[d]thiazol-6-amine FC1=CC=C(CC2=CC(=CC3=C2N=CS3)N)C=C1